O=C1[C@H]2CN([C@@H](C1)C2)C2=NC=1N(C=C2)N=CC1C(=O)NC=1C(=NN(C1)C1CCNCC1)C(F)F 5-((1R,4R)-2-oxo-5-azabicyclo[2.2.1]heptane-5-yl)-N-(3-(diFluoromethyl)-1-(piperidin-4-yl)-1H-pyrazol-4-yl)pyrazolo[1,5-a]pyrimidine-3-carboxamide